OC1=CC2=C(N=N1)C1CCC(C2)N1C(=O)OC(C)(C)C tert-butyl (±)-3-hydroxy-6,7,8,9-tetrahydro-5H-6,9-epiminocyclohepta[c]pyridazine-10-carboxylate